methyl 3-(9-((4-(((tert-butoxycarbonyl)amino)methyl)-3-fluoro-2-methylphenyl)carbamoyl)-4,5-dihydrobenzo[b]thieno[2,3-d]oxepin-8-yl)-6-(propylcarbamoyl)picolinate C(C)(C)(C)OC(=O)NCC1=C(C(=C(C=C1)NC(=O)C1=CC2=C(OCCC3=C2SC=C3)C=C1C=1C(=NC(=CC1)C(NCCC)=O)C(=O)OC)C)F